C\C(=C/CC/C(=C/CCC(C)=O)/CO[Si](CC)(CC)CC)\CCC=C(C)C (5Z,9E)-10,14-dimethyl-6-(((triethylsilyl)oxy)methyl)-pentadeca-5,9,13-trien-2-one